6-[[(2R,3S,4S,5S)-3-(3,4-difluoro-2-methoxy-phenyl)-4,5-dimethyl-5-(trifluoromethyl)tetrahydrofuran-2-carbonyl]amino]pyrazine-2-carboxamide FC=1C(=C(C=CC1F)[C@H]1[C@@H](O[C@@]([C@H]1C)(C(F)(F)F)C)C(=O)NC1=CN=CC(=N1)C(=O)N)OC